C(CCCCCCC\C=C/C\C=C/CCCCC)OCC(CN1CCN(CC1)C)OCCCCCCCC\C=C/C\C=C/CCCCC 1,2-bis(linoleyloxy)-3-(N-methylpiperazino)propane